N-(8-amino-6-(5-isopropyl-1H-pyrazol-4-yl)isoquinolin-3-yl)-2-fluoro-cyclopropane-1-carboxamide NC=1C=C(C=C2C=C(N=CC12)NC(=O)C1C(C1)F)C=1C=NNC1C(C)C